CC1=NNC2=NC=C(C=C21)CN2CCC1=CC=C(C=C21)C(=O)NC2=CC(=C(C=C2)CN2CCCC2)C(F)(F)F 1-((3-methyl-1H-pyrazolo[3,4-b]pyridin-5-yl)methyl)-N-(4-(pyrrolidin-1-ylmethyl)-3-(trifluoromethyl)phenyl)indoline-6-carboxamide